N-((S)-1-(4-((7-((S)-2,2-difluoro-1-methoxyethyl)-2-methylthiazolo[5,4-b]pyridin-6-yl)amino)phenyl)-2,2,2-trifluoroethyl)-N-methylpiperidine-4-carboxamide FC([C@@H](OC)C1=C2C(=NC=C1NC1=CC=C(C=C1)[C@@H](C(F)(F)F)N(C(=O)C1CCNCC1)C)SC(=N2)C)F